C[C@]12CC[C@@H](C([C@@H]1CC[C@@]3([C@@H]2CC=C4[C@]3(CC[C@@]5([C@H]4CC(CC5)(C)C)C(=O)O)COC(=O)/C=C/C6=CC=C(C=C6)O)C)(C)C)OC(=O)/C=C/C7=CC=C(C=C7)O The molecule is a pentacyclic triterpenoid that is the diester obtained by the global condensation of the hydroxy groups of (3beta)-3,27-dihydroxyolean-12-en-28-oic acid with trans-4-coumaric acid. It is isolated from the dried leaves of Ilex asprella and exhibits significant toxicity against KB (epidermoid carcinoma of the nasopharynx) and RPMI-7951 (melanoma) cell lines. It has a role as a metabolite and an antineoplastic agent. It is a diester, a monocarboxylic acid and a pentacyclic triterpenoid. It derives from a (3beta)-3,27-dihydroxyolean-12-en-28-oic acid and a trans-4-coumaric acid.